N-(3,5-bis(trifluoromethyl)phenyl)-1-fluoro-6,7,8,9-tetrahydro-5H-5,8-epiminocyclohepta[c]pyridine-10-carboxamide FC(C=1C=C(C=C(C1)C(F)(F)F)NC(=O)N1C2CCC1CC=1C(=NC=CC12)F)(F)F